BrC=1C=C(C(=NC1)OC(F)(F)F)N 5-bromo-2-(trifluoromethoxy)pyridine-3-amine